NC(CN1CCN(CC1)C1=C(C=C2CN(C(C2=C1)=O)CC(F)(F)F)NC(=O)C=1C=NN2C1N=CC=C2)=O N-[6-[4-(2-Amino-2-oxo-ethyl)piperazin-1-yl]-1-oxo-2-(2,2,2-trifluoroethyl)isoindolin-5-yl]pyrazolo[1,5-a]pyrimidine-3-carboxamide